tert-butyl ((2-cyanopyridin-4-yl)methyl)carbamate C(#N)C1=NC=CC(=C1)CNC(OC(C)(C)C)=O